ClC1=NC=C(C(=C1)NC(NC1=CC(=NC=C1)CCC=1C=C(C(=O)NCCCCNC2=C3C(N(C(C3=CC=C2)=O)C2C(NC(CC2)=O)=O)=O)C=CC1)=O)CO 3-(2-(4-(3-(2-chloro-5-(hydroxymethyl)pyridin-4-yl)ureido)pyridin-2-yl)ethyl)-N-(4-((2-(2,6-dioxopiperidin-3-yl)-1,3-dioxoisoindolin-4-yl)amino)butyl)benzamide